C([C@@H]1[C@H]([C@@H]([C@H]([C@H](O1)OC[C@@H]2[C@@H]([C@@H]([C@H]([C@H](O2)O)O)O)O)O)O)O)O The molecule is a disaccaride that is alpha-D-galactopyranose in which the hydroxy group at position 6 has been converted into the corresponding alpha-D-glucopyranoside. It is an alpha-D-glucoside and a glycosylgalactose. It derives from an alpha-D-galactose.